5-[5-[(2,4-dimethyl-5-thiazolyl)methyl]-1,3,4-oxadiazol-2-yl]-1-ethyl-N-(tetrahydro-2H-pyran-4-yl)-1H-Pyrazolo[3,4-b]pyridin-4-amine CCN1C2=NC=C(C(=C2C=N1)NC3CCOCC3)C4=NN=C(O4)CC5=C(N=C(S5)C)C